1-(thien-2-yl)-2-propen-1-ol S1C(=CC=C1)C(C=C)O